3-hydroxycaffeic acid OC1(CC(/C=C/C(=O)O)=CC=C1O)O